3-{[2-(4-Chlorophenyl)imidazo[1,2-a]pyridin-3-yl]methyl}-N-methyl-N-phenyl-3,8-diazabicyclo[3.2.1]octan-8-carboxamid ClC1=CC=C(C=C1)C=1N=C2N(C=CC=C2)C1CN1CC2CCC(C1)N2C(=O)N(C2=CC=CC=C2)C